BrC1=CC=C(C=C1)[C@H](CC1=NOC(=N1)CN1C(N(C=CC1=O)C)=O)O (S)-3-((3-(2-(4-bromophenyl)-2-hydroxyethyl)-1,2,4-oxadiazol-5-yl)methyl)-1-methylpyrimidine-2,4(1H,3H)-dione